FC1=CC=2N(C=C1)C(=CN2)C2=C1CN(C(C1=C(C=C2)NC2=NC=C(C=C2)C(C)N2CCOCC2)=O)C(=O)OC(C)(C)C Tert-Butyl 4-(7-fluoroimidazo[1,2-a]pyridin-3-yl)-7-((5-(1-morpholinoethyl)pyridin-2-yl)amino)-1-oxoisoindoline-2-carboxylate